Cl.O1CCN(CC1)C=1N=C(C=2N(C1)N=CC2)C2=CC=C(C=C2)CN (4-(6-morpholinopyrazolo[1,5-a]pyrazin-4-yl)phenyl)methanamine hydrochloride